[Si](C)(C)(C(C)(C)C)OCCC1=CC=C(C=C1)/C(=C\1/C(NC2=CC=C(C=C12)C(=O)OC)=O)/Cl methyl (Z)-3-((4-(2-((tert-butyldimethylsilyl)oxy)ethyl)phenyl) chloromethylene)-2-oxoindoline-5-carboxylate